tert-butyl N-[(3R,4R)-3-methoxy-4-piperidyl]carbamate CO[C@@H]1CNCC[C@H]1NC(OC(C)(C)C)=O